C(#N)C=1C=C(C=CC1)C1=NN2C(N=C(C=C2)C(=N)N)=C1C1=CC(=NC(=C1)C)C 2-(3-cyanophenyl)-3-(2,6-dimethyl-4-pyridinyl)pyrazolo[1,5-a]Pyrimidine-5-carboxamidine